(S)-2-hydroxypropyl-amine O[C@H](CN)C